5-chloro-2-[2-[5-(trifluoromethyl)-2-pyridyl]phenoxy]-pyrimidine ClC=1C=NC(=NC1)OC1=C(C=CC=C1)C1=NC=C(C=C1)C(F)(F)F